O=C1C2(CN(C2)C2=C(SC=C2)C=O)C(CC1)=O 3-(5,8-dioxo-2-azaspiro[3.4]octan-2-yl)thiophene-2-carbaldehyde